3-[4-(3,8-Diazabicyclo[3.2.1]octan-3-yl)-3-methyl-2-oxo-benzimidazol-1-yl]piperidine-2,6-dione C12CN(CC(CC1)N2)C2=CC=CC=1N(C(N(C12)C)=O)C1C(NC(CC1)=O)=O